C(C)(C)(C)OC(=O)N1CCN(CC1)C1=NC=NC(=N1)C=1C=NC2=CC=CC=C2C1 4-(4-(quinolin-3-yl)-1,3,5-triazin-2-yl)piperazine-1-carboxylic acid tert-butyl ester